ClC1=C(CC2=C(C(=CC3=C2NC(=NS3(=O)=O)NC3=CC=C(C=C3)C(C)C)F)F)C=CC=C1 5-(2-chlorobenzyl)-6,7-difluoro-3-((4-isopropylphenyl)amino)-4H-benzo[e][1,2,4]thiadiazine 1,1-dioxide